C(C)(C)N1OC(C2C1C(CC(C2)(CC)C2=C(C=CC=C2)OCC)CC)(CC)CC 1-isopropyl-5-(2-ethoxyphenyl)-3,3,5,7-tetraethyloctahydrobenzo[c]isoxazole